C(C)N(C(=O)C1=CC=C(C=C1)B(O)O)CC (4-(diethylcarbamoyl)phenyl)boronic acid